1-(2,5-dihydroxy-4-methoxyphenyl)ethan-1-one OC1=C(C=C(C(=C1)OC)O)C(C)=O